N'-(2,2-difluoroacetyl)-6-methyl-pyridine-3-carbohydrazide FC(C(=O)NNC(=O)C=1C=NC(=CC1)C)F